(Z)-2-cyano-3-hydroxy-3-(5-methylisoxazol-4-yl)-N-(4-(pyrrolidin-1-ylsulfonyl)phenyl)acrylamide C(#N)/C(/C(=O)NC1=CC=C(C=C1)S(=O)(=O)N1CCCC1)=C(\C=1C=NOC1C)/O